O=C1NC(CCC1N1C(C2=CC=C(C=C2C1=O)CN1CCC(=CC1)C1=CC=CC2=C(C=CC=C12)F)=O)=O 2-(2,6-dioxopiperidin-3-yl)-5-((4-(5-fluoronaphthalen-1-yl)-3,6-dihydropyridine-1(2H)-yl)methyl)isoindoline-1,3-dione